C[N-]CC=CC1=CC=CC=C1 N-methyl-N-phenylallylamide